ClC1=CC=C(C(=N1)C(=O)OC)N[C@H](C)C1=CC(=CC=2C=3N(C(=NC12)CC)C=C(N3)C=C)C methyl (R)-6-chloro-3-((1-(5-ethyl-9-methyl-2-vinylimidazo[1,2-c]quinazolin-7-yl)ethyl)amino)picolinate